ClC1=CC=C(C=C1)CCC1=NOC(=N1)CN1N=C(C=2N=CN(C(C21)=O)C)C#N 1-[[3-[2-(4-chlorophenyl)ethyl]-1,2,4-oxadiazol-5-yl]methyl]-6-methyl-7-oxo-pyrazolo[4,3-d]pyrimidine-3-carbonitrile